3-hydroxy-8-((tetrahydro-pyran-4-yl)oxy)-6H-benzo[c]chromen-6-one OC1=CC=C2C3=C(C(OC2=C1)=O)C=C(C=C3)OC3CCOCC3